N[S@@](=NC(CC1=C(C=C(C=C1C(C)C)C1=CC=C2CCOCC2=C1)C(C)C)=O)(=O)C1=CN=C(S1)C(C)(C)O |o1:1| (S) or (R)-N-(amino(2-(2-hydroxypropan-2-yl)thiazol-5-yl)(oxo)-λ6-sulfaneylidene)-2-(4-(isochroman-7-yl)-2,6-diisopropylphenyl)acetamide